4-(3-quinolyl)aniline N1=CC(=CC2=CC=CC=C12)C1=CC=C(N)C=C1